hexadeca-2,4,6,8,10,12,14-heptaen-16-one CC=CC=CC=CC=CC=CC=CC=CC=O